2-[2-(2-aminoethoxy)thieno[3,2-b]pyridin-7-yl]-3-[(3-chloro-2-methoxyphenyl)amino]-5H,6H,7H-pyrazolo[1,5-a]pyrazin-4-one NCCOC1=CC2=NC=CC(=C2S1)C1=NN2C(C(NCC2)=O)=C1NC1=C(C(=CC=C1)Cl)OC